N-(2-(5-(5-(2-cyclopentylethyl)-1,2,4-oxadiazol-3-yl)-1H-benzo[d]imidazol-1-yl)ethyl)-3,4-difluorobenzamide C1(CCCC1)CCC1=NC(=NO1)C1=CC2=C(N(C=N2)CCNC(C2=CC(=C(C=C2)F)F)=O)C=C1